2-(methoxymethyl)-2-propenoic acid COCC(C(=O)O)=C